(R)-5'-C-Azidopropyl-5'-O-(4,4'-dimethoxytrityl)-3'-O-[(1,1-dimethylethyl)diphenylsilyl]-2'-O-methyl-uridine N(=[N+]=[N-])CCCC([C@@H]1[C@H]([C@H]([C@@H](O1)N1C(=O)NC(=O)C=C1)OC)O[Si](C1=CC=CC=C1)(C1=CC=CC=C1)C(C)(C)C)OC(C1=CC=C(C=C1)OC)(C1=CC=C(C=C1)OC)C1=CC=CC=C1